1,1,2,2,4-pentamethylpyrrolidinium C[N+]1(C(CC(C1)C)(C)C)C